9-{5-[4-(1-methylethyl)phenyl]-1,2,4-oxadiazol-3-yl}-3,4-dihydropyrido[2,1-c][1,2,4]thiadiazine 2,2-dioxide CC(C)C1=CC=C(C=C1)C1=NC(=NO1)C1=CC=CN2C1=NS(CC2)(=O)=O